N-(5-(8-fluoro-[1,2,4]triazolo[1,5-a]pyridin-2-yl)-8-(methylamino)-2,7-naphthyridin-3-yl)cyclopropanecarboxamide FC=1C=2N(C=CC1)N=C(N2)C2=C1C=C(N=CC1=C(N=C2)NC)NC(=O)C2CC2